FC(CNC=1N=CC2=C(N1)NC=C2C2=CC=1N(C=C2)N=CC1C(=O)N1CCCCC1)(C)C (5-(2-((2-Fluoro-2-methylpropyl)amino)-7H-pyrrolo[2,3-d]pyrimidin-5-yl)pyrazolo[1,5-a]pyridin-3-yl)(piperidin-1-yl)methanone